C(C)S(=O)C=1OC2=C(C=C(C=C2C(C1C)=O)C)[C@@H](C)NC1=C(C(=O)O)C=CC=C1 2-[[(1R)-1-(2-ethylsulfinyl-3,6-dimethyl-4-oxo-chromen-8-yl)ethyl]amino]benzoic acid